6-isopropyl-5-(8-methyl-[1,2,4]triazolo[1,5-a]pyridin-6-yl)-4H-thieno[3,2-b]pyrrole-2-carbonyl chloride C(C)(C)C=1C2=C(NC1C=1C=C(C=3N(C1)N=CN3)C)C=C(S2)C(=O)Cl